3,4-dihydropyrido[2,3-b]pyrazine-1,7(2H)-dicarboxylic acid 1-(tert-butyl) 7-ethyl ester C(C)OC(=O)C1=CC2=C(NCCN2C(=O)OC(C)(C)C)N=C1